CON(C(C(C)=NC(OC(C)(C)C)=O)=O)C tert-butyl (S)-(1-(methoxy(methyl)amino)-1-oxopropyl-2-yl)carbamate